2-phenyl-4-(4-(4,4,5,5-tetramethyl-1,3,2-dioxaborolan-2-yl)phenyl)benzo[4,5]thieno[3,2-d]pyrimidin C1(=CC=CC=C1)C=1N=C(C2=C(N1)C1=C(S2)C=CC=C1)C1=CC=C(C=C1)B1OC(C(O1)(C)C)(C)C